FC(C(=O)[O-])(F)F.O[C@@H](CN(CCCNC(=O)C=1C=CC2=C(N(C=[N+]2CC)CC)C1)C[C@@H]([C@H]([C@@H]([C@@H](CO)O)O)O)O)[C@H]([C@@H]([C@@H](CO)O)O)O 6-[(3-{bis[(2S,3R,4R,5R)-2,3,4,5,6-pentahydroxyhexyl]amino}propyl)carbamoyl]-1,3-diethyl-1H-1,3-benzodiazol-3-ium trifluoroacetate